ethyl 4,7-difluoro-5-hydroxy-2,3-dihydro-1H-indene-2-carboxylate FC1=C2CC(CC2=C(C=C1O)F)C(=O)OCC